ammonium dimyristate C(CCCCCCCCCCCCC)(=O)[O-].C(CCCCCCCCCCCCC)(=O)[O-].[NH4+].[NH4+]